water Methyl-glycolate CC(C(=O)O)O.O